N-(5-(6-(4-chloro-3-methoxyphenyl)pyrazin-2-yl)thiophen-3-yl)cyclobutanecarboxamide ClC1=C(C=C(C=C1)C1=CN=CC(=N1)C1=CC(=CS1)NC(=O)C1CCC1)OC